CC=1C(=NC(=NC1)NC=1C=NN(C1)C1CCN(CC1)C)C1=CC=C(C=C1)NCC1(CC1)C#N 1-(((4-(5-methyl-2-((1-(1-methylpiperidin-4-yl)-1H-pyrazol-4-yl)amino)pyrimidin-4-yl)phenyl)amino)methyl)cyclopropanecarbonitrile